ClC1=NC=C(C(=N1)N(C)CC1=CC(=C(C=C1)C=1N(C=C(N1)C(F)(F)F)C)F)OC 2-chloro-N-(3-fluoro-4-(1-methyl-4-(trifluoromethyl)-1H-imidazol-2-yl)benzyl)-5-methoxy-N-methylpyrimidin-4-amine